4-((3,4-dichlorobenzyl)thio)-1H-1,2,3-triazole-5-carboxylic acid ClC=1C=C(CSC=2N=NNC2C(=O)O)C=CC1Cl